N-cyclopropyl-2-(4-(4-oxo-3-(4-(pyridin-4-yloxy)phenyl)-3,4-dihydro-quinazolin-2-yl)piperazin-1-yl)acetamide C1(CC1)NC(CN1CCN(CC1)C1=NC2=CC=CC=C2C(N1C1=CC=C(C=C1)OC1=CC=NC=C1)=O)=O